C(C)OC(=O)C1C(C2=CC(=CC(=C2C1)F)NC(=O)OC(C)(C)C)=O.CC(=C=C(C[C@H]1CC(=NN1C(C)=O)C1=CC=C(C=C1)C)C1=CC=CC=C1)C (S)-1-(5-(4-methyl-2-phenylpenta-2,3-dien-1-yl)-3-(p-tolyl)-4,5-dihydro-1H-pyrazol-1-yl)ethan-1-one ethyl-6-(tert-butoxycarbonylamino)-4-fluoro-1-oxo-indane-2-carboxylate